diaminodiphenyl-difluoromethane NC=1C(=C(C=CC1)C(F)(F)C1=CC=CC=C1)N